2'-Azido-2'-deoxyuridine N(=[N+]=[N-])[C@H]1[C@@H](O[C@@H]([C@H]1O)CO)N1C(=O)NC(=O)C=C1